ClC=1C(=CC(=C(OCCC(=O)O)C1)[N+](=O)[O-])OC 3-(5-chloro-4-methoxy-2-nitrophenoxy)propionic acid